ClC=1C=2N(C(=C(C1)C(C)NC(=O)C=1C(=NN3C1N=CC=C3)NC(OCCCC)=O)C3=CC=CC=C3)C=NC2 Butyl [3-({[1-(8-chloro-5-phenylimidazo[1,5-a]pyridin-6-yl)ethyl]amino}carbonyl)pyrazolo[1,5-a]pyrimidin-2-yl]carbamate